COC(C(C1=C(C=CC=C1)Br)(O)C1OC2=C(C=CC=C2C=C1)Cl)=O 2-(8-chloro-2H-chromenyl)-2-hydroxy-2-o-bromophenylacetic acid methyl ester